(R)-4-(5H-dibenzo[b,f]azepine-5-carbonyl)-1-(diphenylcarbamoyl)piperazine-2-carboxylic acid C1=CC=CC=2N(C3=C(C=CC21)C=CC=C3)C(=O)N3C[C@@H](N(CC3)C(N(C3=CC=CC=C3)C3=CC=CC=C3)=O)C(=O)O